3-((2-(5-(2-acetamidopyridin-4-yl)-2-(methylthio)-1-((2-(trimethylsilyl)ethoxy)methyl)-1H-imidazol-4-yl)phenyl)carbamoyl)phenyl acetate C(C)(=O)OC1=CC(=CC=C1)C(NC1=C(C=CC=C1)C=1N=C(N(C1C1=CC(=NC=C1)NC(C)=O)COCC[Si](C)(C)C)SC)=O